Racemic-6-(3-(3-((1-(4-fluorophenyl)ethyl)sulfonyl)propanoyl)-3,8-diazabicyclo[3.2.1]octan-8-yl)nicotinonitrile FC1=CC=C(C=C1)C(C)S(=O)(=O)CCC(=O)N1CC2CCC(C1)N2C2=NC=C(C#N)C=C2